(S)-2-((tert-Butoxycarbonyl)amino)-3-(6,7-difluoroquinolin-3-yl)propanoate C(C)(C)(C)OC(=O)N[C@H](C(=O)[O-])CC=1C=NC2=CC(=C(C=C2C1)F)F